tert-butyl 2'-chloro-6'-oxo-6'H-spiro[cyclohexane-1,9'-pyrazino[1',2':1,5]pyrrolo[2,3-d]pyrimidine]-7'(8'H)-carboxylate ClC=1N=CC2=C(N1)N1C(=C2)C(N(CC12CCCCC2)C(=O)OC(C)(C)C)=O